N-(8,9-difluoro-6-oxo-1,4,5,6-tetrahydro-2H-pyrano[3,4-c]isoquinolin-1-yl)-N-methyl-5-(trifluoromethoxy)-1H-indole-2-carboxamide FC=1C(=CC=2C3=C(NC(C2C1)=O)COCC3N(C(=O)C=3NC1=CC=C(C=C1C3)OC(F)(F)F)C)F